3,5-dibromoanisole BrC=1C=C(C=C(C1)Br)OC